ClC=1C=C(C=CC1Cl)[C@H](CN(C)C)NS(=O)(=O)C1=CC2=C(OC(O2)(F)F)C=C1 (R)-N-(1-(3,4-dichlorophenyl)-2-(dimethylamino)ethyl)-2,2-difluorobenzo[d][1,3]dioxole-5-sulfonamide